(2S,3S)-3-(2-(trifluoromethyl)phenyl)butan-2-yl (3-acetoxy-4-methoxypyridine-2-carbonothioyl)-L-alaninate C(C)(=O)OC=1C(=NC=CC1OC)C(=S)N[C@@H](C)C(=O)O[C@@H](C)[C@@H](C)C1=C(C=CC=C1)C(F)(F)F